2,4,6-triiodo-N,N'-bis(2,3-dihydroxypropyl)-1,3-benzenedicarboxamide IC1=C(C(=CC(=C1C(=O)NCC(CO)O)I)I)C(=O)NCC(CO)O